[C@H]12CN(C[C@H](CC1)N2)C2=NC(=NC1=C(C(=CC=C21)C=2C=C(N)C=C(C2C2=CCCC2)Cl)F)OC[C@]21CCCN1C[C@@H](C2)F 3-(4-((1R,5S)-3,8-diazabicyclo[3.2.1]octan-3-yl)-8-fluoro-2-(((2R,7aS)-2-fluorotetrahydro-1H-pyrrolizin-7a(5H)-yl)methoxy)quinazolin-7-yl)-5-chloro-4-(cyclopent-1-en-1-yl)aniline